Cl\C(\C(F)(F)F)=C(\C(F)(F)F)/Cl (Z)-2,3-dichloro-hexafluoro-2-butene